BrC1=C(C(=NC=C1C)C=O)C 4-bromo-3,5-dimethylpyridine-carbaldehyde